CC1=C(C(=CC(=C1)C)C)S(=O)[O-].[K+].C(C)P(C(C)CCCC)C(C)CCCC ethyl-di-(2-hexyl)phosphine potassium 2,4,6-trimethylbenzenesulfinate